3-(3-chloro-4-methylphenyl)-5-trifluoromethyl-1,3,4-oxadiazole ClC=1C=C(C=CC1C)N1COC(=N1)C(F)(F)F